(R)-2-((5-(2-Azidopropan-2-yl)-8-((cis)-3-(3-methoxyazetidine-1-carbonyl)cyclobutoxy)-2,7-naphthyridin-3-yl)amino)-7,7,8-trimethyl-7,8-dihydro-5H-pyrano[4,3-b]pyridin-5-one N(=[N+]=[N-])C(C)(C)C1=C2C=C(N=CC2=C(N=C1)O[C@@H]1C[C@@H](C1)C(=O)N1CC(C1)OC)NC1=CC=C2C(=N1)[C@H](C(OC2=O)(C)C)C